CC=1C=C(C=CC1)CCCCCOC(CCCCCCCCCCCCCCC)=O.C(CCCCC)OC(=COC1=C(C=C(C=O)C=C1)OC)C1=CC=CC=C1 4-((2-(hexyloxy)-2-phenylvinyl)oxy)-3-methoxybenzaldehyde 3-methyl-phenylpentyl-palmitate